C1C(CC2=CC=CC=C12)NC1=NC2=CC=C(C=C2C=N1)C1=NN=C(O1)CC(=O)O 2-(5-(2-((2,3-dihydro-1H-inden-2-yl)amino)quinazolin-6-yl)-1,3,4-oxadiazol-2-yl)acetic acid